S(=O)(=O)(O)C(C(=O)[O-])CC(=O)[O-].S(=O)(=O)(O)C(C(=O)[O-])CC(=O)[O-].[Ba+2].[Ba+2] barium bis(sulfosuccinate) salt